di(tetradecyl)phosphinic acid C(CCCCCCCCCCCCC)P(O)(=O)CCCCCCCCCCCCCC